4-furancarboxylic acid O1C=CC(=C1)C(=O)O